FC1=C(C(=O)O)C=C(C=C1)OC1=C(C=CC=C1)F 2-fluoro-5-(2-fluorophenoxy)benzoic acid